4-((S)-1-((R)-2-(imidazo[1,2-a]pyridin-7-ylmethoxy)-3-methylbutanamido)ethyl)benzoic acid N=1C=CN2C1C=C(C=C2)CO[C@@H](C(=O)N[C@@H](C)C2=CC=C(C(=O)O)C=C2)C(C)C